I[C@@]1(C[C@H](O)[C@@H](CO)O1)N1C(=O)NC(=O)C=C1 2'-deoxyiodouridine